5-Bromo-4-chloro-2-(methyl-d3)-2H-indazole BrC1=C(C2=CN(N=C2C=C1)C([2H])([2H])[2H])Cl